C(C)(C)(C)OC(=O)NC1=CC(=C(C=N1)N1C=C(C(C2=CC(=C(C=C12)N1CC2=NC=CC=C2C1)OCC)=O)C(=O)O)C 1-(6-((tert-butoxy-carbonyl)amino)-4-methylpyridin-3-yl)-7-(5,7-dihydro-6H-pyrrolo[3,4-b]-pyridin-6-yl)-6-ethoxy-4-oxo-1,4-dihydroquinoline-3-carboxylic acid